6-ethyl-5-(5-methylquinolin-8-yl)pyridin-2-amine C(C)C1=C(C=CC(=N1)N)C=1C=CC(=C2C=CC=NC12)C